3-((2-(2-(2-mercaptoethoxy)ethoxy)ethyl)thio)-4-methyldecan-5-one SCCOCCOCCSC(CC)C(C(CCCCC)=O)C